C1(=C(C=CC=C1)NC(OC1CCN(CC1)CC1=CC=CC=C1)=O)C1=CC=CC=C1 1-benzylpiperidin-4-yl biphenyl-2-ylcarbamate